8-fluoro-7-methoxy-5-methyl-3,5-dihydro-4H-pyridazino[4,5-b]indol-4-one FC1=CC=2C3=C(N(C2C=C1OC)C)C(NN=C3)=O